Quinazolin-8-one N1=CN=CC=2C=CCC(C12)=O